C1=2N3C=CN=C3CN=CC2C=CN=C1 2,5,8,13-tetrazatricyclo[8.4.0.02,6]tetradeca-1(10),3,5,8,11,13-hexaene